tert-butyl (2S)-2-(cyanomethyl)-4-(2'-(methylthio)-2,3,5',8'-tetrahydro-6'H-spiro[indene-1,7'-quinazolin]-4'-yl)piperazine-1-carboxylate C(#N)C[C@@H]1N(CCN(C1)C1=NC(=NC=2CC3(CCC12)CCC1=CC=CC=C13)SC)C(=O)OC(C)(C)C